FC=1C(=C(C=CC1)\C=C/C(=O)OC)NC(NC1=C(C=CC(=C1)C(F)(F)F)OC)=O methyl (2Z)-3-[3-fluoro-2-([[2-methoxy-5-(trifluoromethyl)phenyl]carbamoyl]amino)phenyl]acrylate